3-(piperidine-4-carbonyl)benzamide Cyclopentyl-(2R)-2-{[(1,2,3,5,6,7-hexahydro-s-indacen-4-yl)carbamoyl]oxy}-3-(pyrazin-2-yl)propanoate C1(CCCC1)OC([C@@H](CC1=NC=CN=C1)OC(NC1=C2CCCC2=CC=2CCCC12)=O)=O.N1CCC(CC1)C(=O)C=1C=C(C(=O)N)C=CC1